C1(CC2C(CC1)O2)COC(CCCCC(=O)OCC2CC1C(CC2)O1)=O.CC1(CCN(CC1)C=1OC2=C(C=C(C=C2C(C1C)=O)C)C(C)OC1=C(C=CC=C1)C1=CC2=C(C=NOB2O)C=C1)C 2-(4,4-dimethyl-1-piperidyl)-8-[1-[2-(1-hydroxy-2,3,1-benzoxazaborinin-7-yl)phenoxy]ethyl]-3,6-dimethyl-chromen-4-one bis(3,4-epoxycyclohexylmethyl)adipate